butyldiphenylsilyl chloride C(CCC)[Si](C1=CC=CC=C1)(C1=CC=CC=C1)Cl